ClC=1C(=CC(=C(C1)N(C(=O)C1CC=NN1C1=NC(=CC(=C1)C(F)(F)F)C)C)F)F N-(5-chloro-2,4-difluorophenyl)-N-methyl-1-(6-methyl-4-trifluoromethylpyridin-2-yl)-4,5-dihydro-1H-pyrazole-5-carboxamide